O=C([C@@H]1[C@H]([C@H]([C@@H](O1)N1C=NC=2C(O)=NC=NC12)O)O)O oxoinosine